N=1C=CN2C1C=CC(=C2)C=2C=CN1N=C(N=CC12)C1(CCC(CC1)NC)N 1-(5-(imidazo[1,2-a]pyridin-6-yl)pyrrolo[2,1-f][1,2,4]triazin-2-yl)-N4-methylcyclohexane-1,4-diamine